NC1=NC=2C=C(C(=CC2C2=C1COC2)C(=O)N(C(C)C)CC=2C=NC(=CC2)C2CC2)Cl 4-amino-7-chloro-N-((6-cyclopropyl-3-pyridinyl)methyl)-N-(2-propanyl)-1,3-dihydrofuro[3,4-c]quinoline-8-carboxamide